C(N)(=O)C1=C(C=C2C(=CC=NC2=C1)OC1=CC=C(C=C1)NC(=O)C1(CC1)C(=O)NC1=CC=C(C=C1)F)C 1-N-[4-(7-carbamoyl-6-methylquinolin-4-yl)oxyphenyl]-1-N'-(4-fluorophenyl)cyclopropane-1,1-dicarboxamide